4-((1H-pyrazol-1-yl)methyl)-6-fluoro-2-methylbenzofuran-7-carbonitrile N1(N=CC=C1)CC1=CC(=C(C2=C1C=C(O2)C)C#N)F